ClC=1C=C(C=C(C1OC1=NNC(C(=C1)C1=CC=CC=C1)=O)Cl)NC(CC(=O)OC)=O methyl 3-((3,5-dichloro-4-((6-oxo-5-phenyl-1,6-dihydropyridazin-3-yl) oxy) phenyl) amino)-3-oxopropionate